3-((3,5-Difluoro-4-((6S,8R)-8-methyl-2-oxo-7-(2,2,2-trifluoroethyl)-3-Trityl-2,3,6,7,8,9-hexahydrooxazolo[5,4-f]isoquinolin-6-yl)phenyl)amino)azetidine FC=1C=C(C=C(C1[C@H]1N([C@@H](CC2=C3C(=CC=C12)N(C(O3)=O)C(C3=CC=CC=C3)(C3=CC=CC=C3)C3=CC=CC=C3)C)CC(F)(F)F)F)NC3CNC3